2,3-dimethyl-1-tosyl-1H-indole CC=1N(C2=CC=CC=C2C1C)S(=O)(=O)C1=CC=C(C)C=C1